Z,Z-8,10-Hexadecadien CCCCCCC\C=C/C=C\CCCCC